CCCCCCCCCCCCCCCCC[C@H]([C@H](CO)NC(=O)CCCCCCCCCCCCCCCCC)O The molecule is a ceramide that is the N-stearoyl (octadecanoyl) derivative of eicosasphinganine. It is a C20 dihydroceramide and a N-stearoyl-sphingoid base.